(S)-5-((5-((5-cyanopyridin-3-yl)methoxy)-7-((2-methyl-[1,1'-biphenyl]-3-yl)methoxy)-2,3-dihydro-1H-inden-4-yl)methyl)-5-azaspiro[2.4]heptane-6-carboxylic acid C(#N)C=1C=C(C=NC1)COC=1C(=C2CCCC2=C(C1)OCC=1C(=C(C=CC1)C1=CC=CC=C1)C)CN1CC2(CC2)C[C@H]1C(=O)O